3-butylheptyl 8-((6-((4,4-bis(((Z)-oct-5-en-1-yl)oxy)butanoyl)oxy)hexyl)(2-hydroxyethyl)amino)octanoate C(CCC\C=C/CC)OC(CCC(=O)OCCCCCCN(CCCCCCCC(=O)OCCC(CCCC)CCCC)CCO)OCCCC\C=C/CC